The molecule is an N-acyl-L-amino acid that is L-glutamic acid in which one of the amine hydrogens is substituted by an acetyl group. It has a role as a Saccharomyces cerevisiae metabolite and a human metabolite. It is a N-acetyl-L-amino acid and a N-acyl-L-glutamic acid. It derives from a L-glutamic acid. It is a conjugate acid of a N-acetyl-L-glutamate(1-). CC(=O)N[C@@H](CCC(=O)O)C(=O)O